(1S,3'R,4'S,5'S,6'R)-6'-methyl-6-(4-isopropylbenzyl)-3',4',5',6'-tetrahydro-3H-spiro[isobenzofuran-1,2'-pyran]-3',4',5'-triol C[C@@H]1[C@H]([C@@H]([C@H]([C@]2(O1)OCC1=CC=C(C=C12)CC1=CC=C(C=C1)C(C)C)O)O)O